2,4-dimethyl-4H-oxazole CC=1OCC(N1)C